1-(6-aminobenzo[d][1,3]dioxol-5-yl)ethanone NC=1C(=CC2=C(OCO2)C1)C(C)=O